NC1=C2C(=NC=N1)N(N=C2C2=CC(=C(C=C2)OC)F)[C@H](C=2C=C1N(C(C2C2=CC(=CC=C2)F)=O)C(=CS1)Cl)C1CC1 (S)-7-((4-amino-3-(3-fluoro-4-methoxyphenyl)-1H-pyrazolo[3,4-d]pyrimidin-1-yl)(cyclopropyl)methyl)-3-chloro-6-(3-fluorophenyl)-5H-thiazolo[3,2-a]pyridin-5-one